2,2-bis-ferrocenylpropane [C-]1(C=CC=C1)C(C)(C)[C-]1C=CC=C1.[CH-]1C=CC=C1.[Fe+2].[CH-]1C=CC=C1.[Fe+2]